5-((s)-1-(2-cyclohexylethyl)piperidin-3-yl)-2-(1-(tetrahydro-2H-pyran-2-yl)-1H-indazol-4-yl)-2,4-dihydro-3H-1,2,4-triazol-3-one C1(CCCCC1)CCN1C[C@H](CCC1)C=1NC(N(N1)C1=C2C=NN(C2=CC=C1)C1OCCCC1)=O